CC1=CC=CC(=N1)C1=NC=CC(=N1)NC1=NC(=NC=C1)NC=1C=CC(=NC1)C(=O)OCCC1CCNCC1 2-(4-piperidyl)ethyl 5-[[4-[[2-(6-methyl-2-pyridyl)pyrimidin-4-yl]amino]pyrimidin-2-yl]amino]pyridine-2-carboxylate